COC(C1=C(C=CC=C1NC(CCC(=O)OC)=O)F)=O 2-Fluoro-6-(4-methoxy-4-oxobutanoylamino)benzoic acid methyl ester